4-amino-3-(trifluoromethyl)pentanoic acid ethyl ester hydrochloride Cl.C(C)OC(CC(C(C)N)C(F)(F)F)=O